5-(4-(3-(trifluoromethyl)-1H-pyrazol-4-yl)phenyl)-1H-pyrazol FC(C1=NNC=C1C1=CC=C(C=C1)C1=CC=NN1)(F)F